Cl.N[C@H](C(=O)O)[C@H](C)C1=CC=CC=C1 (2S,3R)-2-amino-3-phenylbutyrate hydrochloride